(S)-2-((3-(1-(6-bromo-3-(((6-fluoropyridin-2-yl)sulfonyl)carbamoyl)pyridin-2-yl)-5,5-dimethylpyrrolidin-3-yl)propyl)carbamoyl)benzoic acid BrC1=CC=C(C(=N1)N1C[C@H](CC1(C)C)CCCNC(=O)C1=C(C(=O)O)C=CC=C1)C(NS(=O)(=O)C1=NC(=CC=C1)F)=O